COC(=O)C1(CCC2(C(=CC3=CC=CC=C23)CC(COCC2=CC=C(C=C2)OC)(C)C)CC1)NC1=CC(=CC=C1)Cl (1r,4r)-4-(3-Chloroanilino)-2'-{3-[(4-methoxyphenyl)methoxy]-2,2-dimethylpropyl}spiro[cyclohexane-1,1'-indene]-4-carboxylic acid methyl ester